NC1=NC=CC=C1I amino-3-iodopyridine